1-cyanoethyl-2-phenyl-4,5-di(2-cyanoethoxy)methylimidazole C(#N)C(C)C(C1=C(N=C(N1)C1=CC=CC=C1)COCCC#N)OCCC#N